1-(4-methoxybenzyl)-3-(5-(3-((4-(trifluoromethyl)phenyl)amino)pyridin-2-yl)-1,3,4-oxadiazol-2-yl)pyrrolidin-2-one COC1=CC=C(CN2C(C(CC2)C=2OC(=NN2)C2=NC=CC=C2NC2=CC=C(C=C2)C(F)(F)F)=O)C=C1